silver 1,1-cyclopentanedicarboxylic acid C1(CCCC1)(C(=O)O)C(=O)O.[Ag]